4-[5-(1-ethylpyrazol-4-yl)benzimidazol-1-yl]-2,6-dimethoxy-N-[(2R)-2-methylcyclopropyl]benzamide C(C)N1N=CC(=C1)C1=CC2=C(N(C=N2)C2=CC(=C(C(=O)NC3[C@@H](C3)C)C(=C2)OC)OC)C=C1